cis-1-benzyl-N,4-dimethylpiperidine-3-amine dihydrochloride Cl.Cl.C(C1=CC=CC=C1)N1C[C@H]([C@H](CC1)C)NC